FC1=C(C=CC=C1)[C@@H]1N(CCC1)C1=NC=2N(C=C1)N=CC2C2=NC1=C(N2)C=C(C(=C1)OC)C#N (R)-2-(5-(2-(2-fluorophenyl)pyrrolidin-1-yl)pyrazolo[1,5-a]pyrimidin-3-yl)-5-methoxy-1H-benzo[d]imidazole-6-carbonitrile